N1=NN(CC=C1)C1=C(C=CC=C1)S(=O)(=O)O.COC1=C(C(=O)NCC(F)(F)F)C(=CC(=C1)N1C=NC2=C1C=CC(=C2)C2=CC(=NO2)C)OC 2,6-dimethoxy-4-[5-(3-methylisoxazol-5-yl)benzimidazol-1-yl]-N-(2,2,2-trifluoroethyl)benzamide [1,2,3]triazine-3(4H)-yl-benzenesulfonate